2-(2-(2,2,2-trifluoroethoxy)pyridin-4-yl)morpholine FC(COC1=NC=CC(=C1)C1CNCCO1)(F)F